6-(4-(pyridin-2-oxy)piperidin-1-yl)pyridin N1=C(C=CC=C1)OC1CCN(CC1)C1=CC=CC=N1